C1=CC(=CC=2OC3=CC(=CC=C3C3(C12)C1=CC=CC=C1C=1C=CC=CC13)O)O spiro[fluoren-9,9'-xanthene]-3',6'-diol